C(C1=CN=CC=C1)(=O)O[C@](C(=O)NC=1C=NC(=C(C1)C(F)(F)F)C#N)(COC1=CC=C(C=C1)C#N)C (S)-1-((6-cyano-5-(trifluoromethyl)pyridin-3-yl)amino)-3-(4-cyanophenoxy)-2-methyl-1-oxopropan-2-yl nicotinate